C(C)(C)(C)C=1C=CC(=C(C1)S(=O)(=O)NC(=O)C1=NC2=CC=CC=C2C=C1)OC N-((5-(tert-butyl)-2-methoxyphenyl)sulfonyl)quinoline-2-carboxamide